(1-methylcyclobutyl) 4-[2-fluoro-5-[[6-oxo-4-(trifluoromethyl)-1H-pyridine-3-carbonyl]amino]-4-[rac-(3R,5S)-3,4,5-trimethylpiperazin-1-yl]phenyl]-3,6-dihydro-2H-pyridine-1-carboxylate FC1=C(C=C(C(=C1)N1C[C@H](N([C@H](C1)C)C)C)NC(=O)C1=CNC(C=C1C(F)(F)F)=O)C=1CCN(CC1)C(=O)OC1(CCC1)C |r|